FC(C(=O)OCC)(CN1C2=C(OC(C1=O)(F)F)C=C(C(=C2)C2=C(C(=C(C(=C2F)F)F)F)F)F)F ethyl 2,2-difluoro-3-(2,2,7-trifluoro-3-oxo-6-(perfluorophenyl)-2,3-dihydro-4H-benzo[b][1,4]oxazin-4-yl)propanoate